FC=1C=C(C=C(C1F)F)P(I)C1=CC(=C(C(=C1)F)F)F bis(3,4,5-trifluorophenyl)iodophosphine